1H-pyrrolo[2,3-f]quinoline-2,7,9-tricarboxylic Acid N1C(=CC=2C1=C1C(=CC(=NC1=CC2)C(=O)O)C(=O)O)C(=O)O